C(CCCCCCCCCCCCCCC)OC[C@H](O)CO |r| O-hexadecyl-rac-glycerol